C(C(=O)[O-])(C)C tertiary butanoate